4-(2,2'-bipyridin-4-yl)butyric acid 8-((3-(1H-imidazol-1-yl)propyl)(8-oxo-8-(undecan-3-yloxy)octyl)amino)octanoate N1(C=NC=C1)CCCN(CCCCCCCC(=O)O)CCCCCCCC(OC(CC)CCCCCCCC)=O.N1=C(C=C(C=C1)CCCC(=O)O)C1=NC=CC=C1